2-fluoro-4-{5-[3-methanesulfonyl-4-({3-methanesulfonyl-3-azaspiro[5.5]undecan-9-yl}oxy)phenoxy]pyridin-3-yl}benzonitrile FC1=C(C#N)C=CC(=C1)C=1C=NC=C(C1)OC1=CC(=C(C=C1)OC1CCC2(CCN(CC2)S(=O)(=O)C)CC1)S(=O)(=O)C